C(N)(=N)C1=CC(=C(OC(=O)C2=CN=C(S2)N2CCC(CC2)C(=O)N(C)CCCC(=O)O)C=C1)F 4-(1-(5-((4-carbamimidoyl-2-fluorophenoxy)carbonyl)thiazol-2-yl)-N-methylpiperidine-4-carboxamido)butyric acid